(S)-3-((4-(7-Amino-1H-indol-3-yl)-5-(trifluoromethyl)pyrimidin-2-yl)amino)piperidine-1-carboxylic acid tertiary Butyl ester C(C)(C)(C)OC(=O)N1C[C@H](CCC1)NC1=NC=C(C(=N1)C1=CNC2=C(C=CC=C12)N)C(F)(F)F